N-((2-(4-(7-chloro-1-methyl-2,3-dioxo-2,3-dihydropyrido[2,3-b]pyrazin-4(1H)-yl)piperidin-1-yl)pyrimidin-5-yl)methyl)-N-methylacetamide ClC1=CC2=C(N(C(C(N2C)=O)=O)C2CCN(CC2)C2=NC=C(C=N2)CN(C(C)=O)C)N=C1